3-endo-(8-(2-((2,6-difluorobenzyl)(N,N-dimethylsulfamoyl)amino)ethyl)-8-azabicyclo[3.2.1]oct-3-yl)benzamide TFA salt OC(=O)C(F)(F)F.FC1=C(CN(CCN2C3CC(CC2CC3)C=3C=C(C(=O)N)C=CC3)S(N(C)C)(=O)=O)C(=CC=C1)F